iron(II) galactarate O=C([C@H](O)[C@@H](O)[C@@H](O)[C@H](O)C(=O)[O-])[O-].[Fe+2]